2-(6-(((1s,2r,5r)-8-(2-hydroxyethyl)-8-azabicyclo[3.2.1]oct-2-yl)amino)pyridazin-3-yl)-3-methyl-5-(trifluoromethyl)phenol OCCN1[C@@H]2[C@@H](CC[C@@H]1CC2)NC2=CC=C(N=N2)C2=C(C=C(C=C2C)C(F)(F)F)O